1-(5-methoxy-2,3-dihydrobenzo[b][1,4]dioxin-6-yl)ethanone COC1=C(C=CC=2OCCOC21)C(C)=O